C(CCCCCCCCCCCCCCCCC)OC(CCC1=CC(=C(C(=C1)C(C)(C)C)O)C(C)(C)C)=O 3-[3,5-di-tert-butyl-4-hydroxyphenyl]propionic acid octadecyl ester